C(C1=CC=CC=C1)NC(N(C1=CC=C(C=C1)C=1C=NN(C1)C)[C@@H]1CC[C@H](CC1)NC1=NC=C(C=N1)F)=O 3-benzyl-1-(trans-4-((5-fluoropyrimidin-2-yl)amino)cyclohexyl)-1-(4-(1-methyl-1H-pyrazol-4-yl)phenyl)urea